3-(3-(4-((4-Aminopiperidin-1-yl)methyl)phenyl)-5-(3-chlorophenyl)-3H-imidazo[4,5-b]pyridin-2-yl)pyridin-2-amine NC1CCN(CC1)CC1=CC=C(C=C1)N1C(=NC=2C1=NC(=CC2)C2=CC(=CC=C2)Cl)C=2C(=NC=CC2)N